3-(3-Hydroxyphenyl)-1-[4-(trifluoromethyl)phenyl]prop-2-en-1-one OC=1C=C(C=CC1)C=CC(=O)C1=CC=C(C=C1)C(F)(F)F